C1(CC1)C1=C(C(=NO1)C1=C(C=CC=C1Cl)Cl)COCC1(CCNCC1)F 5-cyclopropyl-3-(2,6-dichlorophenyl)-4-(((4-fluoropiperidin-4-yl)methoxy)methyl)isoxazole